6-(3-fluorophenyl)-3-methyl-1-(pyridazin-3-ylmethyl)imidazo[4,5-b]pyridin-2-one FC=1C=C(C=CC1)C=1C=C2C(=NC1)N(C(N2CC=2N=NC=CC2)=O)C